monopyroglutamic acid monoisostearate C(CCCCCCCCCCCCCCC(C)C)(=O)O.N1[C@@H](CCC1=O)C(=O)O